(2,6-dichloropyridin-4-yl)methyl (S)-2-((tert-butoxycarbonyl)(methyl)amino)-3-(6-((tert-butoxycarbonyl)amino)pyridin-3-yl)propanoate C(C)(C)(C)OC(=O)N([C@H](C(=O)OCC1=CC(=NC(=C1)Cl)Cl)CC=1C=NC(=CC1)NC(=O)OC(C)(C)C)C